platinum cobalt [Co].[Pt]